3-Pentyloctyl 9-(5-(dimethylamino)-N-(8-oxo-8-((3-pentyloctyl)oxy)octyl)-pentanamido)-nonadecanoate CN(CCCCC(=O)N(CCCCCCCC(OCCC(CCCCC)CCCCC)=O)C(CCCCCCCC(=O)OCCC(CCCCC)CCCCC)CCCCCCCCCC)C